CC1=CC(=NC=C1)C1=NC=CC(=C1)C.[Os] osmium (4,4'-dimethyl-2,2'-bipyridyl)